CN(C(=O)C=1C=NN(C1)C1CN(C1)C1=C(C=C2C(C(=CN(C2=N1)C=1SC=CN1)C(=O)O)=O)F)C 7-{3-[4-(dimethylcarbamoyl)-1H-pyrazol-1-yl]azetidin-1-yl}-6-fluoro-4-oxo-1-(1,3-thiazol-2-yl)-1,4-dihydro-1,8-naphthyridine-3-carboxylic acid